4-(5-hydroxy-6-methylpyrimidine-4-carbonyl)piperidin OC=1C(=NC=NC1C)C(=O)C1CCNCC1